sulfonyl-2-(1H-pyrrolo[2,3-b]pyridin-5-yl-oxy)benzamide S(=O)(=O)=NC(C1=C(C=CC=C1)OC=1C=C2C(=NC1)NC=C2)=O